tert-butyl 2-(6-(2-(2-(4-(N,N-bis(4-methoxybenzyl)sulfamoyl)-1H-pyrazol-1-yl)-2-methylpropoxy)pyridin-4-yl)-3-fluoro-2-isopropyl-4-(methoxymethyl)-phenyl)acetate COC1=CC=C(CN(S(=O)(=O)C=2C=NN(C2)C(COC2=NC=CC(=C2)C2=CC(=C(C(=C2CC(=O)OC(C)(C)C)C(C)C)F)COC)(C)C)CC2=CC=C(C=C2)OC)C=C1